ClC=1C=C(NC2(CCC3(N(CC4=CC=CC=C34)CCCO)CC2)C(=O)N)C=CC1 (1s,4s)-4-(3-chloroanilino)-2'-(3-hydroxypropyl)-2',3'-dihydrospiro[cyclohexane-1,1'-isoindole]-4-carboxamide